tert-butyl N-[trans-4-[3-(difluoromethoxy)-1-[(4-methoxyphenyl)methyl]pyrazolo[3,4-b]pyridin-5-yl]oxycyclohexyl]carbamate FC(OC1=NN(C2=NC=C(C=C21)O[C@@H]2CC[C@H](CC2)NC(OC(C)(C)C)=O)CC2=CC=C(C=C2)OC)F